C(C1=CC=CC=C1)N1CC(=CC1)C=1C=C2CN(C(C2=CC1)=O)C1C(NC(CC1)=O)=O 3-(5-(1-benzyl-2,5-dihydro-1H-pyrrol-3-yl)-1-oxoisoindolin-2-yl)piperidine-2,6-dione